[N+](=O)([O-])C1=CC=C(C=C1)[C@@H]1C[C@@](CC1)(C(=O)O)CCC cis-3-(4-nitrophenyl)-1-propylcyclopentane-1-carboxylic acid